Cl.F[C@H]1C[C@H](NC1)C#N (2S,4S)-4-fluoropyrrolidine-2-nitrile hydrochloride